3-(3,4-difluorophenyl)-1-(8-fluoro-6-oxo-1,4,5,6-tetrahydro-2H-pyrano[3,4-c]isoquinolin-1-yl)-1-isobutylurea FC=1C=C(C=CC1F)NC(N(CC(C)C)C1COCC=2NC(C=3C=C(C=CC3C21)F)=O)=O